F[C@@H]1[C@]2(CCC[C@@](C[C@@H]1OC=1N=CC(=NC1)C1=C(C=C(C=C1)C=1C=NNC1)O)(N2)C)C 2-(5-{[(1R,2R,3S,5S)-2-fluoro-1,5-dimethyl-9-azabicyclo[3.3.1]nonan-3-yl]oxy}pyrazin-2-yl)-5-(1H-pyrazol-4-yl)phenol